2-naphthoquinone dioxime C1(C(C=CC2=CC=CC=C12)=NO)=NO